O1CCN(CC1)C=1C=C(C=C(C1)S(=O)(=O)C1=CC=CC=C1)C=1C=NC(=NC1)N 5-(3-morpholino-5-(phenylsulfonyl)phenyl)pyrimidin-2-amine